Cl.N[C@@H]1[C@H](CC2=CC=C(C=C12)C)C (1R,2s)-1-amino-2,6-dimethylindan monohydrochloride